C(C(=C)C)(=O)O.OCCC=1NCC(N1)=O 2-(2-hydroxyethyl)imidazolinone methacrylate